2-{[4-({5-[(2,4-dichlorophenoxy)methyl]furan-2-yl}methyl)piperidin-1-yl]methyl}-1-{[(2S)-oxetan-2-yl]methyl}-1H-1,3-benzodiazole-6-carboxylic acid ClC1=C(OCC2=CC=C(O2)CC2CCN(CC2)CC2=NC3=C(N2C[C@H]2OCC2)C=C(C=C3)C(=O)O)C=CC(=C1)Cl